ethyl (2S)-2-(4-methylcyclohexyl)-2-[(2-methylpyrazole-3-carbonyl)amino]acetate CC1CCC(CC1)[C@@H](C(=O)OCC)NC(=O)C=1N(N=CC1)C